tert-Butyl (7-(2-bromoethyl)-3-methyl-2,6-dioxo-2,3,6,7-tetrahydro-1H-purin-8-yl)methylcarbamate BrCCN1C(=NC=2N(C(NC(C12)=O)=O)C)CNC(OC(C)(C)C)=O